N-pelargonoyl-aspartic acid tert-Butyl-2-((5-cyclopropyl-3-(2,6-dichlorophenyl)isoxazol-4-yl)methyl)-7-azaspiro[3.5]nonane-7-carboxylate C(C)(C)(C)C1C(CC12CCN(CC2)C(=O)O)CC=2C(=NOC2C2CC2)C2=C(C=CC=C2Cl)Cl.C(CCCCCCCC)(=O)N[C@@H](CC(=O)O)C(=O)O